2-(3-cyano-4,5,5-trimethyl-2(5H)-furanylidene)propanedinitrile C(#N)C=1C(OC(C1C)(C)C)=C(C#N)C#N